(S)-2-amino-3-(3-(4-(((R)-1-phenylpropan-2-yl)oxy)phenyl)-1,2,4-oxadiazol-5-yl)propan N[C@@H](C)CC1=NC(=NO1)C1=CC=C(C=C1)O[C@@H](CC1=CC=CC=C1)C